2-(p-tolyl)-5-(trifluoromethyl)tetrazole C1(=CC=C(C=C1)N1N=C(N=N1)C(F)(F)F)C